ClC=1C=NC(=NC1)N[C@H]1CN(CC1)C(=O)C=1N=C(SC1)NC(C=C)=O (R)-N-(4-(3-((5-chloropyrimidin-2-yl)amino)pyrrolidine-1-carbonyl)thiazol-2-yl)acrylamide